amino-1,4-naphthoquinone C1=CC=C2C(=C1)C(=O)C=C(C2=O)N